C(C)(C)OC1=C(C=NC=C1)CN1CC2=C(CN=C1)C=CC=C2 4-{[(4-isopropoxy)pyridin-3-yl]methyl}-1,5-dihydro-2,4-benzodiazepine